3-{2-[(3S)-2,6-dioxopiperidin-3-yl]-1-oxo-2,3-dihydro-1H-isoindol-5-yl}isoquinoline-1-carboxamide O=C1NC(CC[C@@H]1N1C(C2=CC=C(C=C2C1)C=1N=C(C2=CC=CC=C2C1)C(=O)N)=O)=O